di-t-butyldithiophosphate C(C)(C)(C)SP(=S)(OC(C)(C)C)[O-]